4-[1-[2-[5-methyl-3-(trifluoromethyl)pyrazol-1-yl]acetyl]-4-piperidinyl]-N-tetrahydronaphthalen-1-ylpyridin-2-carboxamide CC1=CC(=NN1CC(=O)N1CCC(CC1)C1=CC(=NC=C1)C(=O)NC1CCCC2=CC=CC=C12)C(F)(F)F